FC1(CCCCC1)F Difluorocyclohexane